ClC1=CC=C(C=C1)NC(C(C)C1CCC2(N(C(C3=CC(=CC=C23)C(F)(F)F)=O)C)CC1)=O N-(4-Chlorophenyl)-2-(2'-methyl-3'-oxo-5'-(trifluoromethyl)spiro[cyclohexane-1,1'-isoindolin]-4-yl)propanamide